(3R,4S)-N-(isoquinolin-3-yl)-4-phenylpyrrolidine-3-carboxamide dihydrochloride Cl.Cl.C1=NC(=CC2=CC=CC=C12)NC(=O)[C@H]1CNC[C@@H]1C1=CC=CC=C1